(2-fluoro-5-((5-(trifluoromethyl)pyridin-2-yl)oxy)phenyl)-1-methyl-5-oxopyrrolidine-2-carboxamide FC1=C(C=C(C=C1)OC1=NC=C(C=C1)C(F)(F)F)C1(N(C(CC1)=O)C)C(=O)N